C(C)(=O)OC1=C(C=CC(=C1)C(C)C)N1N=C2C(CN(CC3C2=C1CCN3C(=O)[O-])C(=O)[O-])C.[Sn+4].C(C)(=O)OC3=C(C=CC(=C3)C(C)C)N3N=C1C(CN(CC2C1=C3CCN2C(=O)[O-])C(=O)[O-])C Tin 2-(2-acetoxy-4-isopropylphenyl)-9-methyl-3,4,5a,6,8,9-hexahydro-2H-1,2,5,7-tetraazabenzo[cd]azulene-5,7-dicarboxylate